The molecule is a 1-alkylglycerone 3-phosphate(2-) obtained by deprotonation of the phosphate OH groups of 1-dodecylglycerone 3-phosphate; major species at pH 7.3. It is a conjugate base of a 1-dodecylglycerone 3-phosphate. CCCCCCCCCCCCOCC(=O)COP(=O)([O-])[O-]